methyl-[7-fluoro-2-(4-fluorophenyl)-5-methyl-1H-indol-3-yl] propionate C(CC)(=O)OC1=C(N(C2=C(C=C(C=C12)C)F)C)C1=CC=C(C=C1)F